Diisobutyl terephthalate C(C1=CC=C(C(=O)OCC(C)C)C=C1)(=O)OCC(C)C